(S)-7-(2-((2-cyclopropyl-4-(2-methylpiperazin-1-yl)phenyl)amino)-5-(trifluoromethyl)pyrimidin-4-yl)-2,3-dihydro-5H-thieno[3,2-e][1,4]oxathiepine 1,1-dioxide C1(CC1)C1=C(C=CC(=C1)N1[C@H](CNCC1)C)NC1=NC=C(C(=N1)C1=CC=2S(CCOCC2S1)(=O)=O)C(F)(F)F